FC1=C(C=CC(=C1)F)C1=NC(=NC2=NC(=C(N=C12)C)C)[C@@H]1C[C@@H](OCC1)C=1C=NC(=CC1)OC 4-(2,4-difluorophenyl)-2-((2R,4S)-2-(6-methoxypyridin-3-yl)tetrahydro-2H-pyran-4-yl)-6,7-dimethylpteridine